(R)-2-(3-(5-(3-hydroxy-1-methyl-2-oxopyrrolidin-3-yl)isoxazol-3-yl)phenyl)-5,6,7,8-tetrahydroquinazoline-4-carboxylic acid ethyl ester C(C)OC(=O)C1=NC(=NC=2CCCCC12)C1=CC(=CC=C1)C1=NOC(=C1)[C@]1(C(N(CC1)C)=O)O